ClC1=CC=C(OC2=C(C=C(C=C2)N2C(CCC2=O)=O)C=2C3=C(C(N(C2)C)=O)NC=C3)C=C1 1-(4-(4-chlorophenoxy)-3-(6-methyl-7-oxo-6,7-dihydro-1H-pyrrolo[2,3-c]pyridin-4-yl)phenyl)pyrrolidine-2,5-dione